(S)-5-fluoro-4-(2-(hydroxymethyl)-1-methyl-1H-imidazol-4-yl)-2-((1,1,1-trifluoropropan-2-yl)oxy)benzoic acid FC=1C(=CC(=C(C(=O)O)C1)O[C@H](C(F)(F)F)C)C=1N=C(N(C1)C)CO